NC=1C2=C(N=CN1)N(C1=C2C=2C([C@@H]([C@H](C1)C)O)=C(ON2)C2CC2)C(C)C (4R,5S)-11-amino-3-cyclopropyl-7-isopropyl-5-methyl-4,5,6,7-tetrahydroisoxazolo[4'',3'':6',7']cyclohepta[1',2':4,5]pyrrolo[2,3-d]pyrimidin-4-ol